The molecule is a quaternary ammonium salt in which a positively charged nitrogen is substituted by three (omega-hydroxy)poly(oxyethane-1,2-diyl)groups and one stearyl group, the counterion being phosphate. It is commonly used as a constituent of hairsprays. It has a role as a cosmetic and a surfactant. It is a quaternary ammonium salt and a phosphate salt. CCCCCCCCCCCCCCCCCC[N+](CCOCCO)(CCOCCO)CCOCCO.OP(=O)(O)[O-]